COC(=O)[C@@H]1CCC=2C(=NNC2C1)I (R)-3-iodo-4,5,6,7-tetrahydro-1H-indazole-6-carboxylic acid methyl ester